FC(C=1N(C(C=2NC(=NC2N1)C1=CC=C(C=C1)OCC#CC1=CC(=CC=C1)OC)=O)CC)F 2-Difluoromethyl-1-ethyl-8-{4-[3-(3-methoxy-phenyl)-prop-2-ynyloxy]-phenyl}-1,7-dihydro-purin-6-one